2-(4-cyclopropyl-1H-imidazol-1-yl)thieno[2,3-d]pyridazin-4(5H)-one C1(CC1)C=1N=CN(C1)C1=CC2=C(C=NNC2=O)S1